bromo-2-(1,1-difluoroethyl)quinoxaline BrC=1C(=NC2=CC=CC=C2N1)C(C)(F)F